C1(CCCCC1)C1=CC=C(C=C1)C1(CC(C1)N)N 1-(4-cyclohexylphenyl)cyclobutane-1,3-diamine